O=C1NCCC2=C1NN=C2C=NO 7-oxo-4,5,6,7-tetrahydro-1H-pyrazolo[3,4-c]Pyridine-3-carbaldehyde oxime